ClC=1C(=C(C=CC1)NC=1C(=NN2C1C(NCC2)=O)C2=CC=NC1=CN=C(C=C21)OC)OC 3-[(3-chloro-2-methoxyphenyl)amino]-2-(6-methoxy-1,7-naphthyridin-4-yl)-5H,6H,7H-pyrazolo[1,5-a]pyrazin-4-one